[N+](=[N-])=CC(CC[C@@H](C(=O)OC(C)(C)C)NC(CNC(CN(C)C)=O)=O)=O tert-butyl (S)-6-diazo-2-(2-(2-(dimethylamino)acetamido) acetamido)-5-oxohexanoate